1-methyl-6,7-dihydro-5H-furo[3,2-c]pyrazolo[1,5-a]azepine-9-carboxylic acid CC=1C=NN2C1C1=C(CCC2)OC(=C1)C(=O)O